6'-(1,4,5,6-tetrahydropyridin-2-yl)-1',4'-dihydro-2'H-spiro[cyclopropane-1,3'-quinolin]-2'-one N1C(=CCCC1)C=1C=C2CC3(C(NC2=CC1)=O)CC3